Cl.Cl.N[C@@H]1CN(C[C@@H](C1)C)C1=C(C=NC=C1)NC(=O)C=1C(=C(C(=CC1)F)C1=C(C=C(C=C1F)N1CCN(CC1)S(=O)(=O)C)F)F N-(4-((3S,5R)-3-amino-5-methylpiperidin-1-yl)pyridin-3-yl)-2,2',6,6'-tetrafluoro-4'-(4-(methylsulfonyl)piperazin-1-yl)-[1,1'-biphenyl]-3-carboxamide dihydrochloride